C(C=C)(=O)NC=1C(=CC(=C(C1)NC(OC(C)(C)C)=O)OC)N1CCOCC1 tert-butyl (5-acrylamido-2-methoxy-4-morpholinophenyl)carbamate